FC1(CC(C1)(O)C1=CC=2C(=NC(=CC2)C=2C=NC=NC2)S1)F 3,3-difluoro-1-(6-(5-pyrimidinyl)thieno[2,3-b]pyridin-2-yl)cyclobutanol